C1(CCCC1)N1C2=C(N(C(C(C1)(F)F)=O)C)C=NC(=N2)NC=2C(=CC(=NC2)C(=O)O)OC 5-((9-cyclopentyl-7,7-difluoro-5-methyl-6-oxo-6,7,8,9-tetrahydro-5H-pyrimido[4,5-b][1,4]diazepin-2-yl)amino)-4-methoxypicolinic acid